C(C)(C)(C)OC(=O)N1CC(C1)N1N=CC(=C1C)Br 3-(4-bromo-5-methyl-pyrazol-1-yl)azetidine-1-carboxylic acid tert-butyl ester